3,5-dihydroxy-2,4,6-trinitroaniline bishydroxylamine salt NO.NO.OC=1C(=C(N)C(=C(C1[N+](=O)[O-])O)[N+](=O)[O-])[N+](=O)[O-]